(3S,4R)-4-methyltetrahydrofuran-3-yl (4-nitrophenyl) carbonate C(O[C@@H]1COC[C@H]1C)(OC1=CC=C(C=C1)[N+](=O)[O-])=O